ethyl 5-(3-(3-cyclopropylprop-1-ynyl) phenoxy)-1H-1,2,3-triazole-4-carboxylate C1(CC1)CC#CC=1C=C(OC2=C(N=NN2)C(=O)OCC)C=CC1